Ethyl difluoroacetate lanthanum cerium malate C(C(O)CC(=O)[O-])(=O)[O-].[Ce+3].[La+3].FC(C(=O)OCC)F.C(C(O)CC(=O)[O-])(=O)[O-].C(C(O)CC(=O)[O-])(=O)[O-]